N-((1-(3-amino-3-oxopropyl)-4-(4-(trifluoromethyl)phenyl)-1,2,3,4-tetrahydroquinoxalin-2-yl)methyl)acrylamide NC(CCN1C(CN(C2=CC=CC=C12)C1=CC=C(C=C1)C(F)(F)F)CNC(C=C)=O)=O